methyl 3-(1-(2-chloro-4-(N-(3,4-dimethylbenzyl)-N-(thiazol-2-yl)sulfamoyl)-5-fluorophenyl)pyrrolidin-3-yl)propanoate ClC1=C(C=C(C(=C1)S(N(C=1SC=CN1)CC1=CC(=C(C=C1)C)C)(=O)=O)F)N1CC(CC1)CCC(=O)OC